2-oxo-2-((5-oxo-5,6,7,8-tetrahydro-1,6-naphthyridin-3-yl)amino)acetic acid O=C(C(=O)O)NC=1C=NC=2CCNC(C2C1)=O